BrCCOC(CCCCCCCCC)=O decanoic acid 2-bromoethyl ester